(+)-bornyl phosphate P(=O)(OC1C2(CCC(C1)C2(C)C)C)([O-])[O-]